C(C1=CC=CC=C1)OC1=NC(=CC=C1)N1CC(CC1)F 2-benzyloxy-6-(3-fluoropyrrolidin-1-yl)pyridine